(1s,4s)-Methyl 4-(4-bromo-1-oxoisoindolin-2-yl)cyclohexanecarboxylate BrC1=C2CN(C(C2=CC=C1)=O)C1CCC(CC1)C(=O)OC